C1(=CC=C(C=C1)\C=N/OCC1=CC=C(C=C1)C=1N=C2N(C=CC(=C2)C2=CC=CC=C2)C1NC1=CC=C(C(=O)O)C=C1)C1=CC=CC=C1 (Z)-4-((2-(4-(((([1,1'-Biphenyl]-4-ylmethylene)amino)oxy)methyl)phenyl)-7-phenylimidazo[1,2-a]pyridin-3-yl)amino)benzoic acid